O=C(C(=O)O)\C=C\C1=CC=C(C=C1)OCCC (3E)-2-oxo-4-(4-propoxyphenyl)but-3-enoic acid